OC1=C(C(N(C2=CC=CC=C12)CC)=O)C(=O)NNC(CCCCCCCCCCCCCCC)=O 4-Hydroxy-1-ethyl-N'-palmitoyl-2-oxo-1,2-dihydrochinolin-3-carbohydrazid